C1(=CC=CC=C1)[C@@H]1P[C@H](CC1)C1=CC=CC=C1 |r| (racemic)-2,5-trans-diphenylphospholane